FC1(CCC2=C1N=C(N=C2C=2C=C(CN(S(=O)(=O)C)C)C=CC2)N2[C@H]([C@@H](C2)O)C)F N-(3-(7,7-difluoro-2-((2S,3R)-3-hydroxy-2-methylazetidin-1-yl)-6,7-dihydro-5H-cyclopenta[d]pyrimidin-4-yl)benzyl)-N-methylmethanesulfonamide